FC(C(=O)O)(F)F.ClC=1C=C2C=CN(C2=C(C1)C1=C2C(=NC=C1)C=C(S2)CN2C(N(C=CC2=O)CC(F)(F)F)=O)CC2(CCNCC2)F 3-((7-(5-Chloro-1-((4-fluoropiperidin-4-yl)methyl)-1H-indol-7-yl)thieno[3,2-b]pyridin-2-yl)methyl)-1-(2,2,2-trifluoroethyl)pyrimidine-2,4(1H,3H)-dione trifluoroacetate